t-butyl 1-((6-(1H-pyrazol-1-yl)pyridin-3-yl)carbamoyl)-6-azaspiro[2.5]octane-6-carboxylate N1(N=CC=C1)C1=CC=C(C=N1)NC(=O)C1CC12CCN(CC2)C(=O)OC(C)(C)C